CC/C=C\\C[C@@H](/C=C/C=C\\C=C\\C=C\\[C@H]([C@H](C/C=C\\CCC(=O)[O-])O)O)O The molecule is a polyunsaturated fatty acid anion that is the conjugate base of resolvin D1, obtained by deprotonation of the carboxy group; major species at pH 7.3. It has a role as an anti-inflammatory agent. It is a hydroxy fatty acid anion and a polyunsaturated fatty acid anion. It is a conjugate base of a resolvin D1.